N1=C(C=CC=C1)CC(=O)NC=1SC(=NN1)C1CCN(CC1)C=1C=NC(=CC1)NC(CC1=CC(=CC=C1)OC(F)(F)F)=O 2-(Pyridin-2-yl)-N-(5-(1-(6-(2-(3-(trifluoromethoxy)phenyl)acetamido)pyridin-3-yl)piperidin-4-yl)-1,3,4-thiadiazol-2-yl)acetamide